2,2-diethyl-decanoic acid C(C)C(C(=O)O)(CCCCCCCC)CC